cis,cis-2,7-cyclooctadienone C\1(\C=C/CCC\C=C1)=O